C(=O)(O)[N+]1=C(C=C(C=C1)C1=CC=[N+](C=C1)C(=O)O)CCC N,N'-dicarboxypropyl-4,4'-bipyridinium